1,3-diphenyl-2-buten-1-one C1(=CC=CC=C1)C(C=C(C)C1=CC=CC=C1)=O